benzyl methyl(4-(4,4,5,5-tetramethyl-1,3,2-dioxaborolan-2-yl)benzyl)carbamate CN(C(OCC1=CC=CC=C1)=O)CC1=CC=C(C=C1)B1OC(C(O1)(C)C)(C)C